NC=1C(=C(C=CC1)C=1C(=C(C=CC1)NC(=O)C1=NN2C(C(CCC2)N2CCC(CC2)O)=C1)Cl)Cl N-[3-(3-amino-2-chloro-phenyl)-2-chloro-phenyl]-4-(4-hydroxy-1-piperidyl)-4,5,6,7-tetrahydropyrazolo[1,5-a]pyridine-2-carboxamide